C(C=C)(=O)OCCCOCC1CO1 3-glycidyloxypropyl acrylate